[Zr].[Au].[Ag] Silver gold zirconium